NC1=NC=CC=C1C1=NC=2C(=NC(=CC2)C2=CC=CC=C2)N1C1=CC(=C(C(=O)OC)C=C1)F methyl 4-(2-(2-aminopyridin-3-yl)-5-phenyl-3H-imidazo[4,5-b]pyridin-3-yl)-2-fluorobenzoate